(3-(difluoromethyl)-4-fluorophenyl)-3-(trifluoromethyl)-4,5,6,7-tetrahydro-1H-indole FC(C=1C=C(C=CC1F)N1C=C(C=2CCCCC12)C(F)(F)F)F